(S)-5-(3,5-difluorophenyl)-2-((1S,3R)-3-hydroxycyclobutyl)-2,5,6,7-tetrahydro-3H-pyrrolo[2,1-c][1,2,4]triazol-3-one FC=1C=C(C=C(C1)F)[C@@H]1CCC2=NN(C(N21)=O)C2CC(C2)O